OC1=CC(=C(C=C1)NC1=NNC(=C1)C1=CC=C(C(=O)O)C=C1)C 4-(3-((4-hydroxy-2-methylphenyl)amino)-1H-pyrazol-5-yl)benzoic acid